NC=1N=CC2=CC(=CC=C2C1C(=O)NC1CN(C1)C)C1=C(C=CC=C1C)F 3-amino-7-(2-fluoro-6-methyl-phenyl)-N-(1-methylazetidin-3-yl)isoquinoline-4-carboxamide